1-(3,5-di-tert-butyl-4-hydroxyanilino)-3,5-bis(octylsulfanyl)-s-triazine C(C)(C)(C)C=1C=C(NN2CN(CN(C2)SCCCCCCCC)SCCCCCCCC)C=C(C1O)C(C)(C)C